6-[8-(2-cyanoallylamino)-7-methoxy-2-naphthyl]-N-(1,4-dioxaspiro[4.5]decan-8-yl)pyridine-2-carboxamide C(#N)C(CNC=1C(=CC=C2C=CC(=CC12)C1=CC=CC(=N1)C(=O)NC1CCC2(OCCO2)CC1)OC)=C